N2-(2-methoxy-4-(1-methyl-1H-imidazol-5-yl)phenyl)-N8-neopentylpyrido[3,4-d]pyrimidine-2,8-diamine COC1=C(C=CC(=C1)C1=CN=CN1C)NC=1N=CC2=C(N1)C(=NC=C2)NCC(C)(C)C